CC1CN(CC(C1)N1N=CC(=C1)B1OC(C(O1)(C)C)(C)C)C(=O)OC(C)(C)C tert-butyl 3-methyl-5-(4-(4,4,5,5-tetramethyl-1,3,2-dioxaborolan-2-yl)-1H-pyrazol-1-yl)piperidine-1-carboxylate